(R)-3-fluoro-5,8,8-trimethyl-5-(3-(3-(2,2,2-trifluoroethyl)pyridin-4-yl)phenyl)-5,8,9,10-tetrahydrobenzo[b][1,8]naphthyridin-6(7H)-one FC1=CC=2[C@](C3=C(NC2N=C1)CC(CC3=O)(C)C)(C3=CC(=CC=C3)C3=C(C=NC=C3)CC(F)(F)F)C